5-ethyl-2-methoxy-N-(4-methoxy-6-((4-(vinylsulfonamidomethyl)-1H-pyrazol-1-yl)methyl)benzo[d]isoxazol-3-yl)benzenesulfonamide C(C)C=1C=CC(=C(C1)S(=O)(=O)NC1=NOC2=C1C(=CC(=C2)CN2N=CC(=C2)CNS(=O)(=O)C=C)OC)OC